8-methyl-6-(morpholinomethyl)-2-pyrrolo[1,2-c]pyrimidin-3-yl-3H-quinazolin-4-one hydrochloride Cl.CC=1C=C(C=C2C(NC(=NC12)C1=CC=2N(C=N1)C=CC2)=O)CN2CCOCC2